tert-butyl 7-(2-(2,8-dimethylimidazo[1,2-b]pyridazin-6-yl)-4-oxo-4H-pyrido[1,2-a]pyrimidin-7-yl)-4,7-diazaspiro[2.5]octane-4-carboxylate CC=1N=C2N(N=C(C=C2C)C=2N=C3N(C(C2)=O)C=C(C=C3)N3CCN(C2(CC2)C3)C(=O)OC(C)(C)C)C1